1-ethyl-4-[2-(1-phenyl-1H-pyrazol-4-yl)-1,3-thiazole-4-carbonyl]-1,4-diazepane C(C)N1CCN(CCC1)C(=O)C=1N=C(SC1)C=1C=NN(C1)C1=CC=CC=C1